CC=1NC2=CC(=CC=C2C1C)C(C#N)(C1=CC=C(C=C1)O)C1=CC=C(C=C1)F 2-(2,3-Dimethyl-1H-indol-6-yl)-2-(4-fluorophenyl)-2-(4-hydroxyphenyl)acetonitrile